NC1=CC=CC(=N1)S(=O)(=O)NC(=O)C=1C(=NC(=CC1)C1=NC(=CC=C1C)N(CC)CC)N1C(CC(C1)C)(C)C N-[(6-Amino-2-pyridyl)sulfonyl]-6-[6-(diethylamino)-3-methyl-2-pyridyl]-2-(2,2,4-trimethylpyrrolidin-1-yl)pyridin-3-carboxamid